N1(CCCC1)C1=CC=C(C=N1)CC1=NC=CCC1C1=CC(=CC=C1)C(F)(F)F ((6-(pyrrolidin-1-yl)pyridin-3-yl)methyl)-3-(3-(trifluoromethyl)phenyl)-4H-pyridin